N[C@@H](C(C)C)C(=O)N[C@H](CC1=CN(C2=CC=CC=C12)C)C(=O)O Nα-(L-valyl)-1-methyl-D-tryptophan